N(=C=O)CC1CCC(CC1)CN=C=O 1,4-diisocyanatomethylcyclohexane